((2S,4R)-2-((3,3-difluoropropoxy)methyl)-4-(4-(trifluoromethyl)phenoxy)pyrrolidin-1-yl)benzoate FC(CCOC[C@H]1N(C[C@@H](C1)OC1=CC=C(C=C1)C(F)(F)F)C1=C(C(=O)[O-])C=CC=C1)F